phosphinic Acid (Phosphinic Acid) salt [PH2](O)=O.[PH2](O)=O